1-[3-[4-(3,4-Dichloro-2-fluoro-anilino)quinazolin-6-yl]-3-methyl-azetidin-1-yl]prop-2-en-1-one ClC=1C(=C(NC2=NC=NC3=CC=C(C=C23)C2(CN(C2)C(C=C)=O)C)C=CC1Cl)F